1-(4-fluorophenyl)-N-(4-(3-(pyridin-4-ylmethyl)ureido)phenyl)methanesulfonamide FC1=CC=C(C=C1)CS(=O)(=O)NC1=CC=C(C=C1)NC(=O)NCC1=CC=NC=C1